2-[4-(bromomethyl)phenyl]-1-(oxetan-3-yl)-4-(trifluoromethyl)imidazole BrCC1=CC=C(C=C1)C=1N(C=C(N1)C(F)(F)F)C1COC1